[NH4+].CC1=CC=C(C=C1)S(=O)(=O)O p-toluenesulfonic acid ammonium